C(#N)C1=C(C=C(C=C1F)C=C(C)C)N1CC(N(CC1C)C(=O)OC(C)(C)C)C tert-butyl 4-(2-cyano-3-fluoro-5-(2-methylprop-1-en-1-yl) phenyl)-2,5-dimethylpiperazine-1-carboxylate